BrC=1C(=CC2=C(NC(N2C)=O)C1)C(=O)OC methyl 6-bromo-3-methyl-2-oxo-1H-benzimidazole-5-carboxylate